ClC1=C(C=C2C(=CNC2=C1)/C=C(/C(=O)N)\C#N)OCC1=NC2=CC=CC=C2C=C1 (E)-3-(6-chloro-5-(quinolin-2-ylmethoxy)-1H-indol-3-yl)-2-cyanoacrylamide